N1-(3-(4-(5-fluoroisoindoline-2-carboxamido)phenyl)bicyclo[1.1.1]pentan-1-yl)-N2-(2-hydroxy-2-methylpropyl)oxalamide FC=1C=C2CN(CC2=CC1)C(=O)NC1=CC=C(C=C1)C12CC(C1)(C2)NC(C(=O)NCC(C)(C)O)=O